2-[(1S)-1-aminoethyl]-5-chloro-3-methyl-N-[(thiophen-2-yl)methyl]thieno[3,2-b]pyridin-7-amine hydrochloride Cl.N[C@@H](C)C1=C(C2=NC(=CC(=C2S1)NCC=1SC=CC1)Cl)C